phenylpropionyl-glycine C1(=CC=CC=C1)CCC(=O)NCC(=O)O